2-amino-4-(2-amino-3-chlorophenyl)-4-oxobutanoic acid NC(C(=O)O)CC(=O)C1=C(C(=CC=C1)Cl)N